1-(3-(4-benzisothiazolyl)piperazin-1-yl)propyl-2H-benzotriazole hydrochloride Cl.S1N=CC2=C1C=CC=C2C2CN(CCN2)C(CC)N2N=C1C(=N2)C=CC=C1